4-{5-[(2-fluorobenzylidene)amino]-1,3,4-thiadiazol-2-yl}catechol FC1=C(C=NC2=NN=C(S2)C=2C=C(C(O)=CC2)O)C=CC=C1